C1=C(C=CC2=CC=CC=C12)SC(CN1C(C2=CC=CC=C2C1=O)=O)C 2-(2-(naphthalen-2-ylsulfanyl)propyl)isoindoline-1,3-dione